N-(2,4-difluorophenyl)-5-(2-pyridyl)-1H-pyrrole-3-sulfonamide FC1=C(C=CC(=C1)F)NS(=O)(=O)C1=CNC(=C1)C1=NC=CC=C1